2-(2,5-dimethylpyridin-4-yl)-3-isopropyl-5-(1-((3-methyloxetan-3-yl)methyl)piperidin-4-yl)-1H-indole CC1=NC=C(C(=C1)C=1NC2=CC=C(C=C2C1C(C)C)C1CCN(CC1)CC1(COC1)C)C